5-[7-(2-hydroxyethyl)-2,7-diazaspiro[4.4]nonan-2-yl]-5-[4-[4-(trifluoromethoxy)phenoxy]phenyl]hexahydropyrimidine-2,4,6-trione OCCN1CC2(CCN(C2)C2(C(NC(NC2=O)=O)=O)C2=CC=C(C=C2)OC2=CC=C(C=C2)OC(F)(F)F)CC1